3-(6-(4-((3-(4-(5-fluoro-2-(3-methyl-1H-1,2,4-triazol-1-yl)pyrimidin-4-yl)piperazin-1-yl)azetidin-1-yl)methyl)benzyl)-2-oxobenzo[cd]indol-1(2H)-yl)piperidine-2,6-dione FC=1C(=NC(=NC1)N1N=C(N=C1)C)N1CCN(CC1)C1CN(C1)CC1=CC=C(CC=2C=3C4=C(C(N(C4=CC2)C2C(NC(CC2)=O)=O)=O)C=CC3)C=C1